6-[4-(3-[[(3R,4S)-4-[[6-Oxo-5-(trifluoromethyl)-1,6-dihydropyridazin-4-yl]oxy]oxolan-3-yl]oxy]propanoyl)piperazin-1-yl]pyridine-3-carbonitrile O=C1C(=C(C=NN1)O[C@@H]1[C@@H](COC1)OCCC(=O)N1CCN(CC1)C1=CC=C(C=N1)C#N)C(F)(F)F